3-amino-1-((1r,4r)-4-methoxycyclohexyl)pyridin-2(1H)-one monohydrochloride Cl.NC=1C(N(C=CC1)C1CCC(CC1)OC)=O